6-amino-2-(3,5-dichloro-4-((5-fluoro-1-isopropyl-6-oxo-1,6-dihydropyridin-3-yl)oxy)phenyl)-1,2,4-triazine-3,5(2H,4H)-dione NC=1C(NC(N(N1)C1=CC(=C(C(=C1)Cl)OC1=CN(C(C(=C1)F)=O)C(C)C)Cl)=O)=O